C(=O)(O)CC=1C(NC(NC1)=O)=O 5-carboxymethyl-uracil